ClC1=C(C(=CC=C1)C)C=1C=C(C=NC1)[C@H](CC(=O)O)NC(C(CC(C)C)N1C(C=C(C=C1)C)=O)=O (3S)-3-(5-(2-chloro-6-methylphenyl)pyridin-3-yl)-3-(4-methyl-2-(4-methyl-2-oxopyridin-1(2H)-yl)pentanamido)propanoic acid